5-((1R,5S)-3-(7-(3-hydroxynaphthalen-1-yl)-2-(((S)-1-methylpyrrolidin-2-yl)methoxy)quinazolin-4-yl)-3,8-diazabicyclo[3.2.1]octane-8-carbonyl)-2,4-dihydro-3H-1,2,4-triazol-3-one OC=1C=C(C2=CC=CC=C2C1)C1=CC=C2C(=NC(=NC2=C1)OC[C@H]1N(CCC1)C)N1C[C@H]2CC[C@@H](C1)N2C(=O)C=2NC(NN2)=O